4-(((1S,2S)-2-(hydroxymethyl)cyclopropyl)butane-1,3-diynyl)benzoic acid OC[C@@H]1[C@H](C1)C#CC#CC1=CC=C(C(=O)O)C=C1